(S)-2-((S)-5-(tert-butoxy)-4-(1H-imidazole-1-carboxamido)-5-oxopentanamido)octanoic acid C(C)(C)(C)OC([C@H](CCC(=O)N[C@H](C(=O)O)CCCCCC)NC(=O)N1C=NC=C1)=O